COC1=CC=C(CN2C(N(CCC2=O)C2=NOC3=C2C=C(C=C3)CN3C2CN(C(C3)CC2)C(=O)OC(C)(C)C)=O)C=C1 tert-butyl 5-((3-(3-(4-methoxybenzyl)-2,4-dioxotetrahydropyrimidin-1(2H)-yl)benzo[d]isoxazol-5-yl)methyl)-2,5-diazabicyclo[2.2.2]octane-2-carboxylate